OC=1C=C2CC[C@@H]([C@@H](C2=CC1)C1=CC=C(C=C1)N1CCN(CC1)CC1=CC=C(C=C1)C1C(NC(CC1)=O)=O)C1=CC=CC=C1 3-(4-((4-(4-((1R,2S)-6-hydroxy-2-phenyl-1,2,3,4-tetrahydronaphthalen-1-yl)phenyl)piperazin-1-yl)methyl)phenyl)piperidine-2,6-dione